CC1=NOC(=C1C=1C=C2C(=NC(=NC2=CC1)N1CC2=C(CC1)C=NN2C)N2[C@H](COCC2)C2=CC=CC=C2)C (S)-4-(6-(3,5-dimethylisoxazol-4-yl)-2-(1-methyl-1,4,5,7-tetrahydro-6H-pyrazolo[3,4-c]pyridin-6-yl)quinazolin-4-yl)-3-phenylmorpholine